4-[[2-[2-Fluoro-5-hydroxy-4-(1-hydroxy-1-methyl-propyl)phenyl]acetyl]amino]-N-[1-(trifluoromethyl)cyclopropyl]pyridine-2-carboxamide FC1=C(C=C(C(=C1)C(CC)(C)O)O)CC(=O)NC1=CC(=NC=C1)C(=O)NC1(CC1)C(F)(F)F